(1s,2s)-2-fluoro-N-(6-(3-fluoro-2-methylphenyl)-3-methylimidazo[1,2-a]pyridin-2-yl)cyclopropane-1-carboxamide F[C@@H]1[C@@H](C1)C(=O)NC=1N=C2N(C=C(C=C2)C2=C(C(=CC=C2)F)C)C1C